C1(C=CC=C1)=C(C1=CC=C(C=C1)CCC1=CC=C(C=C1)C(C1=CC=CC=C1)=C1C=CC=C1)C1=CC=CC=C1 1,2-bis(4-(cyclopent-2,4-diene-1-ylidene(phenyl)methyl)phenyl)ethane